BrC1=C(SC=2C1=NC(=CC2N(CC=2SC=CC2)C(=O)OC(C)(C)C)Cl)C2N(CCCC2C(=O)O)S(=O)C(C)(C)C 2-(3-Bromo-7-((tert-butoxycarbonyl)(thiophen-2-ylmethyl)amino)-5-chlorothieno[3,2-b]pyridin-2-yl)-1-(tert-butylsulfinyl)piperidine-3-carboxylic acid